(E)-13-methyl-oxopentadec-10-en-2-one CC(C/C=C/CCCCCCCC(C=O)=O)CC